rac-(3ar,5r,7s,7ar)-1,3,3,5,7-pentamethyl-5-(5-methylthiophene-2-yl)octahydrobenzo[c]isoxazole CN1OC([C@H]2[C@H]1[C@H](C[C@](C2)(C=2SC(=CC2)C)C)C)(C)C |r|